N[C@@H]1CCC2=CC=CC=C12 (R)-1-aminoindan